4-(7-(6-(bis(4-methoxybenzyl)amino)-4-cyclopropyl-3-(trifluoromethyl)pyridin-2-yl)-6-chloroquinazolin-4-yl)piperazine-1-carboxylic acid tert-butyl ester C(C)(C)(C)OC(=O)N1CCN(CC1)C1=NC=NC2=CC(=C(C=C12)Cl)C1=NC(=CC(=C1C(F)(F)F)C1CC1)N(CC1=CC=C(C=C1)OC)CC1=CC=C(C=C1)OC